O,O-Diethyl O-(4-(methylsulfinyl)phenyl) phosphorothioate P(OCC)(OCC)(OC1=CC=C(C=C1)S(=O)C)=S